2-(6,7-dimethoxy-4-oxoquinazolin-3(4H)-yl)-N'-(3-chlorophenyl)acetohydrazide COC=1C=C2C(N(C=NC2=CC1OC)CC(=O)NNC1=CC(=CC=C1)Cl)=O